p-methylthiobenzaldehyde CC1=CC=C(C=S)C=C1